N-Boc-N-nitro-L-arginine C(=O)(OC(C)(C)C)N([C@@H](CCCNC(N)=N)C(=O)O)[N+](=O)[O-]